CS(=O)(=O)CCCCCCN1C(=NC=2C(=NC(=C(C21)C)C)N)CCC 1-[6-(methanesulfonyl)hexyl]-6,7-dimethyl-2-propyl-1H-imidazo[4,5-c]Pyridin-4-amine